ClC=1C(=NC(=CC1)B(O)O)OC 3-CHLORO-2-METHOXYPYRIDINE-6-BORONIC ACID